NC1=CC=C(C(=N1)C)C=1C=CC(=C2CC([C@H](C12)O)(F)F)[C@H]1C[C@@H]([C@@H](C=2C=C(C=C(C12)C#N)F)F)F (5R,6S,8R)-8-[(1S)-7-(6-amino-2-methylpyridin-3-yl)-2,2-difluoro-1-hydroxy-2,3-dihydro-1H-inden-4-yl]-3,5,6-trifluoro-5,6,7,8-tetrahydronaphthalene-1-carbonitrile